chloro-5'-[4-fluoro-2-(1H-tetrazol-5-yl)phenoxy]-1'H-spiro[cyclohexane-1,4'-quinazoline]-2'(3'H)-one ClN1C(NC2(C3=C(C=CC=C13)OC1=C(C=C(C=C1)F)C1=NN=NN1)CCCCC2)=O